1-(5-(chloromethyl)-2-hydroxy-4-methoxyphenyl)ethane-1-one ClCC=1C(=CC(=C(C1)C(C)=O)O)OC